Methylamine lead iodide [Pb](I)I.CN